N,N'-bis[2-(3-[3,5-di-tert-butyl-4-hydroxy-phenyl]propionyloxy)ethyl]oxamide C(C)(C)(C)C=1C=C(C=C(C1O)C(C)(C)C)CCC(=O)OCCNC(=O)C(=O)NCCOC(CCC1=CC(=C(C(=C1)C(C)(C)C)O)C(C)(C)C)=O